CC1=C(C=C(C=C1)C)NS(=O)(=O)C1=CC=C(C=C1)NC(=O)C1=NNC=2C3=C(CCC12)C=CC=C3 N-(4-(N-(2,5-dimethylphenyl)sulfamoyl)phenyl)-4,5-dihydro-1H-benzo[g]indazole-3-carboxamide